(R)-5-((4-chloro-2-(((1,3-dihydroxy-2-methylpropan-2-yl)amino)methyl)-5-((1'-(3-(3-hydroxypyrrolidin-1-yl)propyl)-1H,1'H-[4,4'-biindazol]-1-yl)methyl)phenoxy)methyl)nicotinonitrile ClC1=CC(=C(OCC=2C=NC=C(C#N)C2)C=C1CN1N=CC=2C(=CC=CC12)C=1C=2C=NN(C2C=CC1)CCCN1C[C@@H](CC1)O)CNC(CO)(CO)C